1,2-bis(trifluoromethyl)ethylene FC(C=CC(F)(F)F)(F)F